(2S)-bicyclo[2.2.1]heptan-2-amine C12[C@H](CC(CC1)C2)N